BrC=1C(=C(C[C@@H]2NCC[C@@H]2NS(=O)(=O)C(F)F)C=CC1)F N-((2S,3S)-2-(3-bromo-2-fluorobenzyl)pyrrolidin-3-yl)-1,1-difluoromethanesulfonamide